4-(5-isopropyl-4-(1-methyl-1H-pyrazol-5-yl)-7-(1H-pyrazol-5-yl)imidazo[1,5-b]pyridazin-2-yl)-3-methylmorpholine C(C)(C)C=1N=C(N2N=C(C=C(C21)C2=CC=NN2C)N2C(COCC2)C)C2=CC=NN2